C(C)[C@]1(C(OCC=2C(N3CC=4C(=NC=5C=C(C(=C6C5C4[C@H](CC6)N(CCC(F)(F)F)C)C)F)C3=CC21)=O)=O)O (1S,9S)-9-ethyl-5-fluoro-9-hydroxy-4-methyl-1-(methyl-(3,3,3-trifluoropropyl)amino)-1,2,3,9,12,15-hexahydro-10H,13H-benzo[de]pyrano[3',4':6,7]indolizino[1,2-b]quinoline-10,13-dione